N[C@H](C(=O)O)CCP(=O)(C)O L-2-amino-4-[hydroxy(methyl)-phosphinyl]butanoic acid